COC1=C2C(CC(OC2=CC(=C1)OC)(C1=CC=CC=C1)C1=C(C=CC=C1)OC)=O 5,7-dimethoxy-2-(o-methoxyphenyl)-flavanone